CN(C)C(C(=O)NCCC=1C=NC=CC1)=CC (dimethylamino)-N-(2-(pyridin-3-yl)ethyl)but-2-enamide